N-hydroxy-N-[(1S)-1-(5-cyano-3-furyl)-3-hydroxy-propyl]carbamic acid tert-butyl ester C(C)(C)(C)OC(N([C@@H](CCO)C1=COC(=C1)C#N)O)=O